4-(N,N-dimethylamino)phenyl-di-tert-butylphosphine (S)-quinuclidin-3-yl-((R)-5-(2-chloro-4-methoxyphenyl)-6-fluoro-2,2-dimethyl-2,3-dihydro-1H-inden-1-yl)carbamate N12C[C@H](C(CC1)CC2)N(C(O)=O)[C@@H]2C(CC1=CC(=C(C=C21)F)C2=C(C=C(C=C2)OC)Cl)(C)C.CN(C)C2=CC=C(C=C2)P(C(C)(C)C)C(C)(C)C